C(N)(O)=O.C(N)(O)=O.O=C1C=C(CC(C)(C)C1)C isophorone biscarbamate